6-chloro-3-(((R)-1-(2-((1R,4R)-5-(2-methoxypyridin-4-yl)-2,5-diazabicyclo[2.2.1]heptan-2-yl)-3,6-dimethyl-4-oxo-3,4-dihydroquinazolin-8-yl)ethyl)amino)-N-(methylsulfonyl)picolinamide ClC1=CC=C(C(=N1)C(=O)NS(=O)(=O)C)N[C@H](C)C=1C=C(C=C2C(N(C(=NC12)N1[C@H]2CN([C@@H](C1)C2)C2=CC(=NC=C2)OC)C)=O)C